ClC1=CC(=C2C(=N1)N(C=C2)S(=O)(=O)C)N2[C@@H](COCC2)C (R)-4-(6-chloro-1-(methylsulfonyl)-1H-pyrrolo[2,3-b]pyridin-4-yl)-3-methylmorpholine